N-{3,3-difluoro-2-[(2-methoxyethoxy)methoxy]propyl}-2,2,2-trifluoroacetamide FC(C(CNC(C(F)(F)F)=O)OCOCCOC)F